5-(methoxymethoxy)-3-methyl-6-(4,4,5,5-tetramethyl-1,3,2-dioxaborolan-2-yl)benzo[d]oxazol COCOC=1C(=CC2=C(N(CO2)C)C1)B1OC(C(O1)(C)C)(C)C